CC(CC)CCCCCCC 3-Methyldecan